methyl-(S)-1-(2-(2-methylazetidin-1-yl)-6-(trifluoromethyl)pyrimidin-4-yl)piperidine-4-carboxylic acid C[C@@H]1N(CCC(C1)C(=O)O)C1=NC(=NC(=C1)C(F)(F)F)N1C(CC1)C